CC1=CC=C(C=C1)S(=O)(=O)OCCOCCOCCOCC1=CC=CC=C1 2-[2-(2-benzyloxyethoxy)ethoxy]ethyl 4-methylbenzenesulfonate